4,4-Difluoro-1-(N-(3-(fluoromethyl)phenyl)-3-(triisopropylsilyl)propiolamido)cyclohexane-1-carboxamide FC1(CCC(CC1)(C(=O)N)N(C(C#C[Si](C(C)C)(C(C)C)C(C)C)=O)C1=CC(=CC=C1)CF)F